2-(2'-hydroxyl-5'-tert-octylphenyl)benzotriazoleN OC1=C(C=C(C=C1)C(C)(C)CC(C)(C)C)N1NC2=C(N1)C=CC=C2